2-(3-ethylsulfanylpyridin-2-yl)-3-(2,2,2-trifluoroethyl)-6-trifluoromethyl-3H-imidazo[4,5-b]pyridine C(C)SC=1C(=NC=CC1)C1=NC=2C(=NC=C(C2)C(F)(F)F)N1CC(F)(F)F